2-((S)-4-(2-(((S)-1-methylpiperidin-2-yl)methoxy)-7-(naphthalen-1-yl)-5,6,7,8-tetrahydropyrido[3,4-d]pyrimidin-4-yl)-1-((E)-3-(pyridin-3-yl)acryloyl)piperazin-2-yl)acetonitrile CN1[C@@H](CCCC1)COC=1N=C(C2=C(N1)CN(CC2)C2=CC=CC1=CC=CC=C21)N2C[C@@H](N(CC2)C(\C=C\C=2C=NC=CC2)=O)CC#N